4-amino-6-(3-(3-hydroxyoxetan-3-yl)prop-1-yn-1-yl)-N-(4-(methoxymethyl)phenyl)-7-(1-methylcyclopropyl)-7H-pyrrolo[2,3-d]pyrimidine-5-carboxamide NC=1C2=C(N=CN1)N(C(=C2C(=O)NC2=CC=C(C=C2)COC)C#CCC2(COC2)O)C2(CC2)C